(R)-5-(2-(2-chloro-5-fluoropyridin-3-yl)pyrrolidin-1-yl)-N-(2-hydroxyethoxy)pyrazolo[1,5-a]pyrimidine-3-carboxamide ClC1=NC=C(C=C1[C@@H]1N(CCC1)C1=NC=2N(C=C1)N=CC2C(=O)NOCCO)F